C(C1=CC=CC=C1)C1N(C(OC1)=O)C(\C=C\C1=CC(=CC=C1)C1=CC=NC=C1)=O (E)-4-benzyl-3-(3-(3-(pyridin-4-yl)phenyl)acryloyl)oxazolidin-2-one